C(C=C)(=O)N1CCN(CC1)C1=NC=2N(C(=N1)C1=CSC3=C1C=CC=C3)N=CC2 2-(4-acryloylpiperazinyl)-4-(benzothien-3-yl)pyrazolo[1,5-a][1,3,5]triazine